CNS(=O)(=O)C1=CC=C(C=C1)OC1=CC=CC=C1 N-methyl-4-phenoxybenzenesulfonamide